tert-butyl 4-(6-cyclopropyl-2,3-dihydro-1H-pyrrolo[2,3-b]pyridin-4-yl)-2,2-dimethylpiperazine-1-carboxylate C1(CC1)C1=CC(=C2C(=N1)NCC2)N2CC(N(CC2)C(=O)OC(C)(C)C)(C)C